(3r,5s)-5-(hydroxymethyl)-1-tosylpyrrolidin-3-ol OC[C@@H]1C[C@H](CN1S(=O)(=O)C1=CC=C(C)C=C1)O